BrC=1C=CC(=NC1C(F)(F)F)C#N 5-bromo-6-(trifluoromethyl)picolinonitrile